4-(pyrrolidin-1-yl)but-2-en-1-one N1(CCCC1)CC=CC=O